C(C=CC=CCCC=CCCCCC)(=O)O tetradecane-2,4,8-trienoic acid